[Na+].CC1=C(C2=CC=CC=C2C=C1)S(=O)(=O)[O-] monomethyl-naphthalenesulfonic acid sodium salt